(E)-3-(1H-indol-3-yl)-1-(3-methoxyphenyl)-2-methylpropan-2-en-1-one N1C=C(C2=CC=CC=C12)/C=C(/C(=O)C1=CC(=CC=C1)OC)\C